O1CCOC12CCC(CC2)C2=C(C=C(C=C2)NC(C(F)(F)F)=O)F N-[4-(1,4-dioxaspiro[4.5]decan-8-yl)-3-fluoro-phenyl]-2,2,2-trifluoro-acetamide